7-((4-bromobenzyl)oxy)-3-methyl-2H-1-benzopyran-2-one BrC1=CC=C(COC2=CC3=C(C=C(C(O3)=O)C)C=C2)C=C1